2-(1-cyclopropyl-2-hydroxy-2-methylpropyl)-7-(1-(pyridin-4-yl)-1H-pyrazol-4-yl)isoindolin-1-one C1(CC1)C(C(C)(C)O)N1C(C2=C(C=CC=C2C1)C=1C=NN(C1)C1=CC=NC=C1)=O